(4-(1-(2-chlorophenyl)-3-hydroxypropyl-amino)-6-methylamino-1,3,5-triazin-2-yl)-N-thiophen-2-ylmethyl-piperazine-2-carboxamide hydrochloride Cl.ClC1=C(C=CC=C1)C(CCO)NC1=NC(=NC(=N1)NC)N1C(CNCC1)C(=O)NCC=1SC=CC1